dibenzyl-(methylcarbamoyl)-L-aspartic acid C(C1=CC=CC=C1)C([C@H](NC(NC)=O)C(=O)O)(C(=O)O)CC1=CC=CC=C1